C1(CC1)C=1C=CC(=NC1)C(C1=CC=CC=C1)NC(=O)C1C(CCC1)C(=O)O 2-{[(5-cyclopropylpyridin-2-yl)(phenyl)methyl]carbamoyl}cyclopentane-1-carboxylic acid